ClC=1C(=C(C=CC1)NS(=O)(=O)C1=CC=C(S1)S(=O)(=O)N(C)C)N1CC(OC(C1)C)C N5-[3-chloro-2-(2,6-dimethylmorpholin-4-yl)phenyl]-N2,N2-dimethyl-thiophene-2,5-disulfonamide